diethyl-(prop-2-yn-1-yl)sulfonium bromide [Br-].C(C)[S+](CC#C)CC